3-((4,4-bis(octyloxy)butanoyl)oxy)-2-((((1-methylpiperidin-3-yl)carbamoyl)oxy)methyl)propyl (9Z,12Z)-octadeca-9,12-dienoate C(CCCCCCC\C=C/C\C=C/CCCCC)(=O)OCC(COC(CCC(OCCCCCCCC)OCCCCCCCC)=O)COC(NC1CN(CCC1)C)=O